C1(CC1)CN1C(=CC=2C1=NC(=CC2)N2S(C(CCC2)C)(=O)=O)C=2N=C1N(C(=CC(=C1)C=O)OC)C2C [2-[1-(cyclopropylmethyl)-6-(6-methyl-1,1-dioxothiazinan-2-yl)pyrrolo[2,3-b]pyridin-2-yl]-5-methoxy-3-methylimidazo[1,2-a]pyridin-7-yl]methanone